C(#N)C1(CCC1)NC(=O)C1=C(C=C2CCN3C(C2=C1)=C(C=C3C(=O)N3[C@](CCC3)([C@@H](C(F)(F)F)O)C)C=3SC=CC3)OC N-(1-cyanocyclobutyl)-8-methoxy-3-[(2R)-2-methyl-2-[(1S)-2,2,2-trifluoro-1-hydroxy-ethyl]pyrrolidine-1-carbonyl]-1-(2-thienyl)-5,6-dihydropyrrolo[2,1-a]isoquinoline-9-carboxamide